3-Fluoro-2,4-dihydroxybenzaldehyde FC=1C(=C(C=O)C=CC1O)O